C(C1=CC=CC=C1)OC1CC=2C=C(C=C3C(=C(N(C1)C32)C=3C(=NC=C(C3)N3CCOCC3)[C@H](C)OC)CO)Br [10-benzyloxy-6-bromo-2-[2-[(1S)-1-methoxyethyl]-5-morpholino-3-pyridyl]-1-azatricyclo[6.3.1.04,12]dodeca-2,4,6,8(12)-tetraen-3-yl]methanol